[(1R,5S,6S)-6-(5,5-dimethyl-4,5-dihydro-1,2-oxazol-3-yl)-3-azabicyclo[3.1.0]hex-3-yl]{1-[(1S)-1-(2-pyridinyl)ethyl]-1H-imidazol-4-yl}methanone CC1(CC(=NO1)C1[C@H]2CN(C[C@@H]12)C(=O)C=1N=CN(C1)[C@@H](C)C1=NC=CC=C1)C